C1(=CCCCC1)C1=NC2=CC=CC=C2C(=C1)C(CCN)N (2-(cyclohex-1-en-1-yl)quinolin-4-yl)propane-1,3-diamine